BrC1=CC=C(C(=O)N2CCN(CC2)C2=C(C(=C(C(=N2)SC(C(=O)N)C2=CC=CC=C2)C#N)CC)C#N)C=C1 2-((6-(4-(4-bromobenzoyl)piperazin-1-yl)-3,5-dicyano-4-ethylpyridin-2-yl)sulfanyl)-2-phenylacetamide